decanetrithiol C(CCCCCCCCC)(S)(S)S